CC(CCO)(C)N1N=CC(=N1)C1=CC=CC=C1 3-methyl-3-(4-phenyl-2H-1,2,3-triazol-2-yl)butan-1-ol